tert-butyl 4-(5-phenyl-4,5-dihydro-1H-pyrazole-1-carbonyl)piperidine-1-carboxylate C1(=CC=CC=C1)C1CC=NN1C(=O)C1CCN(CC1)C(=O)OC(C)(C)C